FC(OC1=CC=C(C=C1)N1CC2(CCCN(C2)C2CC(OC2)=O)CCC1)(F)F 4-{8-[4-(trifluoromethoxy)phenyl]-2,8-diazaspiro[5.5]undecan-2-yl}oxolan-2-one